NC1=C(C(=NN1C1CC(C1)CN1CCN(CC1)C)C1=CC=C2C=CC(=NC2=C1)C1=CC=CC=C1)C#N 5-amino-1-((1s,3s)-3-((4-methylpiperazin-1-yl)methyl)cyclobutyl)-3-(2-phenylquinolin-7-yl)-1H-pyrazole-4-carbonitrile